(3-methoxyisoxazol-5-yl)propionic acid methyl ester COC(C(C)C1=CC(=NO1)OC)=O